N1=C(C=CC=C1)CN(CC1=NC=CC=C1)CC1=NC=C(C(=O)N(C[C@@H]([C@H]([C@@H]([C@@H](CO)O)O)O)O)C)C=C1 6-((bis(pyridin-2-ylmethyl)amino)methyl)-N-methyl-N-((2S,3R,4R,5R)-2,3,4,5,6-pentahydroxyhexyl)nicotinamide